The molecule is a long-chain fatty aldehyde that is dodecane in which two hydrogens attached to a terminal carbon are replaced by an oxo group. It has a role as a plant metabolite. It is a 2,3-saturated fatty aldehyde, a medium-chain fatty aldehyde and a long-chain fatty aldehyde. It derives from a hydride of a dodecane. CCCCCCCCCCCC=O